N-[3,5-diethyl-1-[2-(2-methoxyethoxy)ethyl]pyrazol-4-yl]-5,6-dihydropyrimido[4,5-e]indolizine-7-carboxamide C(C)C1=NN(C(=C1NC(=O)C=1C=CN2C3=C(CCC12)C=NC=N3)CC)CCOCCOC